FC1=CC(=CC=2N(C(=NC21)C)C2CCN(CC2)C)C2=CNC=1N=C(N=CC12)NCC1(CC1)C 5-(4-fluoro-2-methyl-1-(1-methylpiperidin-4-yl)-1H-benzo[d]imidazol-6-yl)-N-((1-methylcyclopropyl)methyl)-7H-pyrrolo[2,3-d]pyrimidin-2-amine